CN(C)C=C1C(CC2N(CCC3=CC(=C(C=C23)OC)OC)C1)=O 3-((dimethylamino)methylene)-9,10-dimethoxy-1,3,4,6,7,11b-hexahydro-2H-pyrido[2,1-a]isoquinolin-2-one